CN(CCO)C1CCCCC1 N-methyl-N-hydroxyethyl-cyclohexylamine